C(OC1=CC=2C(=C3C(=NC2C=C1)C1=CC2=C(C(N1C3)=O)COC([C@]2(O)CC)=O)CC)(OC2=CC=CC=C2)=O (S)-(4,11-diethyl-4-hydroxy-3,14-dioxo-3,4,12,14-tetrahydro-1H-pyrano[3',4':6,7]indolizino[1,2-b]quinolin-9-yl) phenyl carbonate